C1N(CC2=CC=CC=C12)CC1=NC=2C=CC=C3C2C(N1)=NNC3=O 8-(isoindolin-2-ylmethyl)-2,9-dihydro-3H-pyridazino[3,4,5-de]quinazolin-3-one